CC1=CC(=C(CNC2=NC(=NC=C2C(F)(F)F)NC2=CC=C(C(=O)N)C=C2)C=C1)NS(=O)(=O)C 4-{[4-({4-methyl-2-[(methylsulfonyl)amino]benzyl}amino)-5-(trifluoromethyl)pyrimidin-2-yl]amino}benzamide